(1s,3R,5S)-3,5-diazidocyclohexan-1-ol N(=[N+]=[N-])[C@H]1CC(C[C@H](C1)N=[N+]=[N-])O